3-(1,1-difluoroethyl)bicyclo[1.1.1]Pentane-1-carboxylic acid FC(C)(F)C12CC(C1)(C2)C(=O)O